[Cl-].C(CCCCC)N1C=[N+](C=C1)C 1-hexyl-3-methyl-3-imidazolium chloride